1-((2R,4S)-4-(4-amino-3-(7-methoxy-5-methylbenzo[b]thiophen-2-yl)-1H-pyrazolo[3,4-d]pyrimidin-1-yl)-2-(methoxymethyl)pyrrolidin-1-yl)prop-2-en-1-one NC1=C2C(=NC=N1)N(N=C2C2=CC1=C(S2)C(=CC(=C1)C)OC)[C@H]1C[C@@H](N(C1)C(C=C)=O)COC